3-(7-(1-bromoethyl)-9-methyl-[1,2,4]triazolo[4,3-c]quinazolin-5-yl)benzonitrile BrC(C)C1=CC(=CC=2C=3N(C(=NC12)C=1C=C(C#N)C=CC1)C=NN3)C